O1C(CCCC1)[NH-] N-tetrahydropyranyl-amide